diethyl-[4,4'-bipyridine] C(C)C=1C(=NC=CC1C1=CC=NC=C1)CC